sulfur copper lead zinc [Zn].[Pb].[Cu].[S]